tert-butyl (RS)-(3-aminohex-4-yn-1-yl)carbamate tert-butyl-((RS)-3-(((RS)-tert-butylsulfinyl)amino)hexa-4-yn-1-yl)carbamate C(C)(C)(C)N(C(O)=O)CC[C@H](C#CC)N[S@](=O)C(C)(C)C.N[C@H](CCNC(OC(C)(C)C)=O)C#CC |r|